2-(4-(6-((4-chloro-2-fluorobenzyl)oxy)-5-fluoropyridin-2-yl)-2,5-difluorobenzyl)-1-(4,4-dimethyltetrahydrofuran-3-yl)-4-fluoro-1H-benzo[d]imidazole-6-carboxylic acid ClC1=CC(=C(COC2=C(C=CC(=N2)C2=CC(=C(CC3=NC4=C(N3C3COCC3(C)C)C=C(C=C4F)C(=O)O)C=C2F)F)F)C=C1)F